5-bromo-1-(oxan-2-yl)pyrazolo[3,4-b]pyridine-4-carbonitrile BrC1=C(C2=C(N=C1)N(N=C2)C2OCCCC2)C#N